(N-isopropyl)-methacrylamide C(C)(C)NC(C(=C)C)=O